C(C)(=O)N1CC(C1)(OC)CC(=O)N1C(CC(C1)F)C(=O)NC(C1=CC=C(C=C1)C(C)C)C1=CC=CC=C1 1-[2-(1-acetyl-3-methoxyazetidin-3-yl)acetyl]-4-fluoro-N-{phenyl[4-(propan-2-yl)phenyl]methyl}pyrrolidine-2-carboxamide